C(C1=CC=CC=C1)NC1=C2N=CN(C2=NC(=N1)C1=C(C=CC=C1)F)[C@H]1[C@@H]([C@@H]([C@H](O1)C(=O)NC)O)O (2S,3S,4R,5R)-5-(6-(benzylamino)-2-(2-fluorophenyl)-9H-purin-9-yl)-3,4-dihydroxy-N-methyl-tetrahydrofuran-2-carboxamide